(1S,3S)-3-((2-((2-(1-(Cyclopropylsulfonyl)-1H-pyrazol-4-yl)pyrimidin-4-yl)amino)-5-(1-(difluoromethyl)-1H-pyrazol-3-yl)pyridin-4-yl)amino)cyclopentan-1-ol C1(CC1)S(=O)(=O)N1N=CC(=C1)C1=NC=CC(=N1)NC1=NC=C(C(=C1)N[C@@H]1C[C@H](CC1)O)C1=NN(C=C1)C(F)F